FC(S(=O)(=O)ON=C(C(=O)O)C1=CC=CC=C1)(F)F.C(#N)[C@H]1N(CSC1)C(CNC(=O)C1=CC=NC2=CC=C(C=C12)CC=1C=NC(=CC1C)C)=O (R)-N-(2-(4-cyanothiazolidin-3-yl)-2-oxoethyl)-6-((4,6-dimethylpyridin-3-yl)-methyl)quinoline-4-carboxamide α-(trifluoromethylsulfonyloxyimino)-phenylacetate